tert-butyl 3,3-difluoro-4-(3-((4-methoxybenzyl) oxy)-2,2-dimethyl-3-oxopropyl)-hexahydropyrrolo[3,2-b]pyrrole-1(2H)-carboxylate FC1(C2C(N(C1)C(=O)OC(C)(C)C)CCN2CC(C(=O)OCC2=CC=C(C=C2)OC)(C)C)F